2,4,6-trimethyl-1,3-dichloro-benzene CC1=C(C(=CC(=C1Cl)C)C)Cl